14β-hydroxy-3-methoxymorphinan O[C@@]12CCCC[C@]13C=1C=C(C=CC1C[C@H]2NCC3)OC